5,10,15,20-tetrakis(pentafluorophenyl)-porphyrin FC1=C(C(=C(C(=C1C=1C2=CC=C(N2)C(=C2C=CC(C(=C3C=CC(=C(C=4C=CC1N4)C4=C(C(=C(C(=C4F)F)F)F)F)N3)C3=C(C(=C(C(=C3F)F)F)F)F)=N2)C2=C(C(=C(C(=C2F)F)F)F)F)F)F)F)F